2-methoxy-5-[2-(1-naphthyl)ethyl]phenol COC1=C(C=C(C=C1)CCC1=CC=CC2=CC=CC=C12)O